FC(OC=1C=C(C(=C(C1)O)/C=N/C)F)F (E)-5-(difluoromethoxy)-3-fluoro-2-((methylimino)methyl)phenol